[4-[4-[(2S)-4-tert-butoxycarbonyl-2-methyl-piperazin-1-yl]-6-Fluoro-7-(2-Fluoro-6-hydroxy-phenyl)-2-oxo-pyrido[2,3-d]pyrimidin-1-yl]-3,5-dimethyl-phenyl]methane C(C)(C)(C)OC(=O)N1C[C@@H](N(CC1)C=1C2=C(N(C(N1)=O)C1=C(C=C(C=C1C)C)C)N=C(C(=C2)F)C2=C(C=CC=C2O)F)C